O1CCOC12[C@H](CCC2)N2N=CC(=C2)C=2C(=C(C=CC2)NC2=C(N=NC(=C2)NC(=O)C2CC2)C(=O)N)C#N (S)-4-((3-(1-(1,4-dioxaspiro[4.4]nonan-6-yl)-1H-pyrazol-4-yl)-2-cyanophenyl)amino)-6-(cyclopropanecarboxamido)pyridazine-3-carboxamide